[2-fluoro-4-(trifluoro-methyl)phenyl]methan-amine FC1=C(C=CC(=C1)C(F)(F)F)CN